ClC=1C=C(CN2CC3=CN(C=4N=CC=CC4C3=CC2)CC2=CC=C(C=C2)Br)C=CC1 3-(3-chlorobenzyl)-6-(4-bromobenzyl)-2,3,4,6-tetrahydropyrido[3,4-c][1,8]naphthyridine